ClC1=CC=C(C=C1)SC1=C(C2=CC=C3C=CC=C4C=CC(=C1)C2=C43)O 2-(4-chlorophenylthio)-1-hydroxypyrene